5-((1,4-dimethoxy-3-methylnaphthalen-2-yl)methyl)-2-(trifluoromethyl)pyridine COC1=C(C(=C(C2=CC=CC=C12)OC)C)CC=1C=CC(=NC1)C(F)(F)F